2,3,4,6-tetramethylsilyl-alpha-D-glucopyranosyl chloride C[SiH2][C@@]1([C@H](O[C@@H]([C@]([C@@]1(O)[SiH2]C)(O)[SiH2]C)C(O)[SiH2]C)Cl)O